4-(tert-butyl)-benzohydroxamic acid C(C)(C)(C)C1=CC=C(C(=O)NO)C=C1